(rac)-[2-amino-4-(trifluoromethoxy)phenyl]-[4-[2-(2-methylmorpholin-2-yl)-3H-imidazo[4,5-b]pyridin-7-yl]-1-piperidyl]methanone NC1=C(C=CC(=C1)OC(F)(F)F)C(=O)N1CCC(CC1)C1=C2C(=NC=C1)NC(=N2)[C@]2(CNCCO2)C |r|